tert-butyl (R)-2-((1-benzylpiperidin-3-yl) oxy)-2-methylpropionate C(C1=CC=CC=C1)N1C[C@@H](CCC1)OC(C(=O)OC(C)(C)C)(C)C